(methyl 2-[3-(2-(7-chloro-2-quinolyl) vinyl) phenyl]-3-oxo propyl) benzoate C(C1=CC=CC=C1)(=O)OCC(C(=O)C)C1=CC(=CC=C1)C=CC1=NC2=CC(=CC=C2C=C1)Cl